(2S)-4-[3-[1-[5-[tert-butyl(dimethyl)silyl]oxy-1-tetrahydropyran-2-yl-indazol-3-yl]-1,2,4-triazol-3-yl]propoxy]butan-2-ol [Si](C)(C)(C(C)(C)C)OC=1C=C2C(=NN(C2=CC1)C1OCCCC1)N1N=C(N=C1)CCCOCC[C@H](C)O